(S)-1-[(S)-3-Methyl-1-{[4-(1-phenoxyethyl)-1-piperidyl]carbonyl}butyl]-3-isobutyl-2-piperazinone CC(C[C@@H](C(=O)N1CCC(CC1)C(C)OC1=CC=CC=C1)N1C([C@@H](NCC1)CC(C)C)=O)C